(Z)-S-(2-(N-((4-amino-2-methylpyrimidin-5-yl)methyl)formamido)-5-(phosphonooxy)pent-2-en-3-yl)4-bromobenzothioate NC1=NC(=NC=C1CN(C=O)C(C)=C(CCOP(=O)(O)O)\S=C(\C1=CC=C(C=C1)Br)/[O-])C